C(C)(=O)OC(C1=C(C=CC=C1CC1NC(CC2=CC(=C(C=C12)OCC1=CC=CC=C1)OC)([2H])[2H])OC)OCC1=CC=CC=C1 (Benzyloxy)-6-((7-(benzyloxy)-6-methoxy-1,2,3,4-tetrahydroisoquinolin-1-yl-3,3-d2) methyl)-2-methoxybenzyl acetate